BrC=1C=C(OCC(CC)(CC)O)C=CC1F 3-[(3-bromo-4-fluoro-phenoxy)methyl]pentan-3-ol